FC(C)(F)C1=NNC2=C1C(=NC=C2)C2=CC(=C(C=C2)S(=O)(=O)C)C 3-(1,1-difluoroethyl)-4-(3-methyl-4-(methyl-sulfonyl)phenyl)-1H-pyrazolo[4,3-c]pyridine